OC1(COC1)C1=CC=C(C=C1)C(=O)N1CC2CN(CC2C1)C=1C=NC(=CC1)C(F)(F)F (4-(3-hydroxyoxetan-3-yl)phenyl)(5-(6-(trifluoromethyl)pyridin-3-yl)hexahydropyrrolo[3,4-c]pyrrol-2(1H)-yl)methanone